4-(6-(difluoromethoxy)pyridin-3-yl)-2-ethoxy-6-(1-methyl-6-oxo-1,6-dihydropyridin-3-yl)thiazolo[4,5-b]pyridin-5(4H)-one FC(OC1=CC=C(C=N1)N1C2=C(C=C(C1=O)C1=CN(C(C=C1)=O)C)SC(=N2)OCC)F